6-Bromo-3-methyl-N-(4-methyl-1,1-dioxidotetrahydro-2H-thiopyran-4-yl)imidazo[1,2-a]pyridine-2-carboxamide BrC=1C=CC=2N(C1)C(=C(N2)C(=O)NC2(CCS(CC2)(=O)=O)C)C